C(CC(=C)C)C1=CC=CC2=C1C1=C(C=CO2)C=CC=C1 isopentenyl-dibenzoxepin